(2S,3S,4R,5R)-3,4-dihydroxyl-N-methoxy-5-(6-(((4-methylpyridin-2-yl)methyl)amino)-2-(5-methylpyridin-3-yl)-9H-purin-9-yl)tetrahydrofuran-2-formamide O[C@@H]1[C@H](O[C@H]([C@@H]1O)N1C2=NC(=NC(=C2N=C1)NCC1=NC=CC(=C1)C)C=1C=NC=C(C1)C)C(=O)NOC